(4-cyano-phenyl)-boronic acid C(#N)C1=CC=C(C=C1)B(O)O